C(=O)=C1CC[C@H](N1)CNCC1=CC=CC=C1 2-(((((S)-5-carbonylpyrrolidin-2-yl)methyl)amino)methyl)benzene